2-((6-Chloropyridazin-3-yl)amino)ethanol ClC1=CC=C(N=N1)NCCO